monoBoc-adenine C(=O)(OC(C)(C)C)C1=NC(=C2NC=NC2=N1)N